(S)-(+)-p-methylbenzenesulfinamide CC1=CC=C(C=C1)[S@](=O)N